thiazolinamine S1C(=NCC1)N